C(C)(C)C1=CC=C(C=C1)C=1C=C2CCN(C(C2=CC1)=O)C=1C=CC(=C(C1)NS(=O)(=O)C)OCOCCOC N-(5-(6-(4-isopropylphenyl)-1-oxo-3,4-dihydroisoquinolin-2(1H)-yl)-2-((2-methoxyethoxy)methoxy)phenyl)methanesulfonamide